2-(2-Methoxy-Ethoxy)-Ethane COCCOCC